N-((3-methyloxetan-3-yl)methyl)azetidin-3-amine CC1(COC1)CNC1CNC1